(S)-1-(Tetrahydro-pyran-4-yl)-pyrrolidine-2-carboxylic acid [3-(1,1-dimethyl-2-oxo-ethyl)-isoxazol-5-yl]-amide CC(C=O)(C)C1=NOC(=C1)NC(=O)[C@H]1N(CCC1)C1CCOCC1